C(CCCNCCC1(CC1)NC(OC(C)(C)C)=O)NCCC1(CC1)NC(OC(C)(C)C)=O di-tert-butyl (((butane-1,4-diylbis(azanediyl))bis(ethane-2,1-diyl))bis(cyclopropane-1,1-diyl))dicarbamate